NC1=NC(=C(C(=N1)C)CC=1C=C(C#N)C=CC1OC)N[C@H](CCSC)CCCC (S)-3-((2-amino-4-methyl-6-((1-(methylthio)heptan-3-yl)amino)pyrimidin-5-yl)methyl)-4-methoxybenzonitrile